BrC1=CC=C(C=C1)C1=NSC(=C(S1)C)C 3-(4-bromophenyl)-5,6-dimethyl-1,4,2-dithiazine